FC1(CCN(CC12CCCCC2)C(=O)OC(C)(C)C)F tert-butyl 5,5-difluoro-2-azaspiro[5.5]undecane-2-carboxylate